7-fluoro-6-(5-fluoro-2-((tetrahydro-2H-pyran-4-yl)amino)pyrimidin-4-yl)-1-oxoisoindolin-2-propanoate FC=1C(=CC=C2CN(C(C12)=O)CCC(=O)[O-])C1=NC(=NC=C1F)NC1CCOCC1